ClC1=CC=C(C=C1)CNC(=O)NC1=CC=C(C=C1)S(=O)(=O)Cl 4-({[(4-chlorophenyl)methyl]carbamoyl}amino)benzenesulfonyl chloride